2,2-dimethylolpropionic acid sodium [Na].C(O)C(C(=O)O)(C)CO